BrC1=CC=C2NC(C(NC2=C1F)=O)C 7-bromo-8-fluoro-3-methyl-1,2,3,4-tetrahydroquinoxalin-2-one